C(C=C)N(C(\C=C\C1=CC2=C(OCO2)C(=C1)Cl)=O)CC=1SC=CC1 (E)-N-allyl-3-(7-chlorobenzo[d][1,3]dioxol-5-yl)-N-(thiophen-2-ylmethyl)acrylamide